r-cholesterol CC(C)CCC[C@@H](C)[C@H]1CC[C@H]2[C@@H]3CC=C4C[C@@H](O)CC[C@]4(C)[C@H]3CC[C@]12C